4,4-difluoro-5-tetrahydropyran-2-yloxypentanoic acid tert-butyl ester C(C)(C)(C)OC(CCC(COC1OCCCC1)(F)F)=O